3,5-dimethylthiotoluene CSC=1C=C(C)C=C(C1)SC